N-{3-[3-({[(5-chloro-1H-indol-2-yl)methyl]carbamoyl}(methyl)amino)piperidin-1-yl]-3-oxopropyl}acetamide ClC=1C=C2C=C(NC2=CC1)CNC(=O)N(C1CN(CCC1)C(CCNC(C)=O)=O)C